1-{[(4-Piperidyl)meth-yl]amino}-1-ethanone N1CCC(CC1)CNC(C)=O